ClC=1C=C(OC2C(C(C2(C)C)NC(=O)C=2N=NC(=CC2)N2CCC(CC2)C=O)(C)C)C=CC1C#N N-((1r,3r)-3-(3-chloro-4-cyanophenoxy)-2,2,4,4-tetramethylcyclobutyl)-6-(4-formylpiperidin-1-yl)pyridazine-3-carboxamide